1,4-Dichlorobutene C(CCl)/C=C/Cl